CN1N=CC2=CC=CC(=C12)NS(=O)(=O)C=1C=NN(C1)[C@H]1CN(CCC1)C N-(1-methylindazol-7-yl)-1-[(3R)-1-methylpiperidin-3-yl]pyrazole-4-sulfonamide